N1(CCCC1)CCS(=O)(=O)Cl 2-(pyrrolidin-1-yl)ethane-1-sulfonyl chloride